4-(cyanomethyl)-4-(4-methoxy-4-oxo-3,3-diphenylbutyl)piperidine-1-carboxylic acid tert-butyl ester C(C)(C)(C)OC(=O)N1CCC(CC1)(CCC(C(=O)OC)(C1=CC=CC=C1)C1=CC=CC=C1)CC#N